5-methoxy-4-(4,4,5,5-tetramethyl-1,3,2-dioxaborolan-2-yl)-2-(trifluoromethyl)pyridine COC=1C(=CC(=NC1)C(F)(F)F)B1OC(C(O1)(C)C)(C)C